(R)-3-(3-(1-(tert-butoxycarbonyl)azetidine-3-yl)piperidin-1-yl)cyclobutane-1-carboxylic acid C(C)(C)(C)OC(=O)N1CC(C1)[C@@H]1CN(CCC1)C1CC(C1)C(=O)O